2-(9-oxoxanthen-2-yl)propionic acid 1,5-diazabicyclo[4.3.0]non-5-ene salt N12CCCN=C2CCC1.O=C1C2=CC=CC=C2OC=2C=CC(=CC12)C(C(=O)O)C